2-bromo-4-(tert-butyl)-3,5-difluorophenol BrC1=C(C=C(C(=C1F)C(C)(C)C)F)O